C(C)(C)N1C(=NC(=C1)C(F)(F)F)C1=NC=C(C=O)C=C1 6-(1-isopropyl-4-(trifluoromethyl)-1H-imidazol-2-yl)nicotinaldehyde